O=C1NC(CCC1N1C(C2=CC=C(C=C2C1=O)N1CCN(CC1)CC1CCNCC1)=O)=O 2-(2,6-dioxopiperidin-3-yl)-5-{4-[(piperidin-4-yl)methyl]piperazin-1-yl}-2,3-dihydro-1H-isoindole-1,3-dione